ClC=1C(=NC=C(C1)Cl)C=1CCCC2=C(C1C1=CC=C(C=C1)CC1CN(C1)CCCF)C=CC=C2 8-(3,5-Dichloropyridin-2-yl)-9-(4-((1-(3-fluoropropyl)azetidin-3-yl)methyl)phenyl)-6,7-dihydro-5H-benzo[7]annulen